(S)-3-(5-(4-((1-(4-((3S,4R)-3-(2-fluorophenyl)-7-hydroxyisochroman-4-yl)phenyl)piperidin-4-yl)methyl)piperazin-1-yl)-1-oxoisoindolin-2-yl)piperidine-2,6-dione FC1=C(C=CC=C1)[C@H]1OCC2=CC(=CC=C2[C@H]1C1=CC=C(C=C1)N1CCC(CC1)CN1CCN(CC1)C=1C=C2CN(C(C2=CC1)=O)[C@@H]1C(NC(CC1)=O)=O)O